C(CC)[Si](OCC)(CCC)CCC tripropylethoxysilane